COC1=C(C=C(C=C1)OC)C1=CC=C(C=C1)N1N=NC(=C1)C=1C=NC=CC1 3-(1-(2',5'-Dimethoxy-[1,1-biphenyl]-4-yl)-1H-1,2,3-triazol-4-yl)pyridine